8-(1-tritylimidazol-4-yl)oct-7-enoic acid C(C1=CC=CC=C1)(C1=CC=CC=C1)(C1=CC=CC=C1)N1C=NC(=C1)C=CCCCCCC(=O)O